ClC=1C(=CC=C2N=CC(=NC12)C=1C=NN(C1)CC1CC(C1)(O)C)OC1=C(C2=C(N=C(N2COCC[Si](C)(C)C)C)C=C1)F 3-[[4-[8-chloro-7-[4-fluoro-2-methyl-3-(2-trimethylsilylethoxymethyl)benzimidazol-5-yl]oxy-quinoxalin-2-yl]pyrazol-1-yl]methyl]-1-methyl-cyclobutanol